C(C=C)(=O)N1C[C@@H](N(C[C@H]1C)C1=NC(N2C3=C(C(=C(C=C13)Cl)C1=C(C=C(C=C1)F)F)SC[C@@H]2CC2CCN(CC2)C2CC2)=O)C (3S)-7-((2S,5R)-4-acryloyl-2,5-dimethylpiperazin-1-yl)-9-chloro-3-((1-cyclopropyl-piperidin-4-yl)methyl)-10-(2,4-difluorophenyl)-2H-[1,4]thiazino[2,3,4-ij]quinazolin-5(3H)-one